4-(5-Methylpyridin-2-yl)piperazine CC=1C=CC(=NC1)N1CCNCC1